(1S,3R)-1-(4-bromo-2-methoxyphenyl)-3,5-dimethyl-2-(2,2,2-trifluoroethyl)-1,2,3,4-tetrahydroisoquinolin-6-amine BrC1=CC(=C(C=C1)[C@H]1N([C@@H](CC2=C(C(=CC=C12)N)C)C)CC(F)(F)F)OC